[N+](=O)([O-])C1=C(C=CC=C1)S(=O)(=O)NC(CC(C)NC(OC(C)(C)C)=O)C tert-butyl (4-((2-nitrophenyl)sulfonamido)pentan-2-yl)carbamate